2-butyloctyl 6-(2-(decanoyloxy) ethyl)-3-ethyl-12-hexyl-10-oxo-9,11-dioxa-3,6-diaza-heneicosane-21-oate C(CCCCCCCCC)(=O)OCCN(CCN(CC)CC)CCOC(OC(CCCCCCCCC(=O)OCC(CCCCCC)CCCC)CCCCCC)=O